C12(CC3CC(CC(C1)C3)C2)C2=CC=C(C=C2)C2=NC(=NC(=N2)C2=CC=CC=C2)C2=CC(=CC=C2)C2=NC(=NC(=N2)C2=CC=C(C=C2)C23CC1CC(CC(C2)C1)C3)C3=CC=CC=C3 1,3-bis(4-(4-(adamantan-1-yl)phenyl)-6-phenyl-1,3,5-triazin-2-yl)benzene